Cl.NC(C(=O)N1CCN(CC1)C(=O)NC1=NC(N(C=C1)C1=CC=C(C=C1)CN1CC(C1)N1CC(C1)N)=O)(C)C 4-(2-Amino-2-methylpropanoyl)-N-(1-(4-((3-amino-[1,3'-biazetidin]-1'-yl)methyl)phenyl)-2-oxo-1,2-dihydropyrimidin-4-yl)piperazine-1-carboxamide hydrochloride salt